ClC=1C=2C(C3=NC=CC(=C3OC2C=CC1)C1=CC=C(C=C1)N1CCC(CC1)CN1CCN(CC1)C1=CC(=C2CN(C(C2=C1)=O)C1C(NC(CC1)=O)=O)OC)=O 3-(6-(4-((1-(4-(9-chloro-10-oxo-10H-chromeno[3,2-b]pyridin-4-yl)phenyl)piperidin-4-yl)methyl)piperazin-1-yl)-4-methoxy-1-oxoisoindolin-2-yl)piperidine-2,6-dione